Cl.C1(=CC=CC=C1)[C@H]1CCC[C@H](N1)C(=O)O (2s,6r)-6-phenyl-2-piperidinecarboxylate hydrochloride